COC1=C(C=C2C=CNC(C2=C1)=O)C(=O)O 7-Methoxy-1-oxo-2H-isoquinoline-6-carboxylic acid